C[C@H]1N(CCC1)C=1C=C(C(=O)O)C=CC1C(NS(=O)(=O)N1CCCC1)=O (R)-3-(2-methylpyrrolidin-1-yl)-4-((pyrrolidin-1-ylsulfonyl)carbamoyl)benzoic acid